2,4-dihydroxy-3,3-dimethyl-N-(2-morpholinoethyl)butanamide OC(C(=O)NCCN1CCOCC1)C(CO)(C)C